N-tert-butyl-4-[[2-(2-chloro-3-pyridinyl)acetyl]amino]pyridine-2-carboxamide C(C)(C)(C)NC(=O)C1=NC=CC(=C1)NC(CC=1C(=NC=CC1)Cl)=O